ClC=1C(=C(C(=O)OC)C(=CC1)NC1=C(C=C(C=C1)F)C)F methyl 3-chloro-2-fluoro-6-((4-fluoro-2-methylphenyl)-amino)benzoate